Cl.CC1(NCCC(C1)N(C=1SC2=C(N1)C=CC(=C2)C2=CC1=CN(N=C1C=C2)C)C)C N-(2,2-Dimethylpiperidin-4-yl)-N-methyl-6-(2-methyl-2H-indazol-5-yl)-1,3-benzothiazol-2-amin-Hydrochlorid